COC=1C(=CC2=CN(N=C2C1)C1CCN(CC1)CC1CCNCC1)C=1C(=NC(=CC1)C(F)(F)F)C(=O)N 6-methoxy-2-[1-(piperidin-4-ylmethyl)piperidin-4-yl]indazol-5-yl-6-(trifluoromethyl)pyridine-2-carboxamide